ClC1=CC(=C(C=C1)/C=C/C(=O)N[C@H](C(=O)NC(C(C(=O)N)=O)CC1CCCC1)CC1CC1)F 3-((S)-2-((E)-3-(4-Chloro-2-fluorophenyl)acrylamido)-3-cyclopropylpropanamido)-4-cyclopentyl-2-oxobutanamid